2-[6-[rac-(4aR,8aS)-2,3,4a,5,6,7,8,8a-octahydropyrido[4,3-b][1,4]oxazin-4-yl]pyridazin-3-yl]-3-methyl-5-(trifluoromethyl)phenol O1[C@@H]2[C@H](N(CC1)C1=CC=C(N=N1)C1=C(C=C(C=C1C)C(F)(F)F)O)CNCC2 |r|